NC1=C(C(=NC=C1C(=O)OCC)OC1=C(C(=CC=C1)C)C)C1=C(C(=CC=C1C)OC)C ethyl 4-amino-6-(2,3-dimethylphenoxy)-5-(3-methoxy-2,6-dimethylphenyl)nicotinate